FC1=C(C=C(C(=C1)[N+](=O)[O-])F)N1C(NC(=CC1=O)C(F)(F)F)=O 3-(2,5-Difluoro-4-nitrophenyl)-6-(trifluoromethyl)pyrimidin-2,4(1H,3H)-dion